(R)-4-Chloro-6-(3-(5-(3-hydroxy-1-methyl-2-oxopyrrolidin-3-yl)isoxazol-3-yl)phenyl)picolinamide ClC1=CC(=NC(=C1)C1=CC(=CC=C1)C1=NOC(=C1)[C@]1(C(N(CC1)C)=O)O)C(=O)N